ClC=1C=C2C(=CNC2=CC1)CCC(C)NS(=O)(=O)C1=CC=C(C=C1)OCCCN1CCNCC1 N-(4-(5-chloro-1H-indol-3-yl)but-2-yl)-4-(3-(piperazin-1-yl)propoxy)benzenesulfonamide